C(C)(C)(C)N1C(C2=CC=CC(=C2C1)OCC1=CC=C(C=C1)OC)=O 2-tert-butyl-4-[(4-methoxyphenyl)methoxy]-3H-isoindol-1-one